C(#C)C=1SC=C(N1)NC(=O)N1[C@H](CN(CC1)C1=NC=C(C=C1)C1=CC(=CC=C1)N1CCCC1)CO (R)-N-(2-ethynyl-thiazol-4-yl)-2-(hydroxymethyl)-4-(5-(3-(pyrrolidin-1-yl)-phenyl)pyridin-2-yl)piperazine-1-carboxamide